ON1[C@@H]2CC[C@H](N(C1=O)C2)C(NS(=O)(=O)C2=NC=CC=C2)=N (2S,5R)-6-hydroxy-7-oxo-N-(pyridin-2-ylsulfonyl)-1,6-diazabicyclo[3.2.1]octane-2-carboximidamide